methyl (1S)-3-(3-methyl-8-(1-methyl-1H-indazol-5-yl)-7-(1-methyl-1H-pyrazol-4-yl)-2-oxo-3,6-dihydroimidazo[4,5-d]pyrrolo[2,3-b]pyridin-1(2H)-yl)-8-azabicyclo[3.2.1]octane-8-carboxylate CN1C(N(C2=C3C(=NC=C21)NC(=C3C=3C=C2C=NN(C2=CC3)C)C=3C=NN(C3)C)C3C[C@@H]2CCC(C3)N2C(=O)OC)=O